ethyl 5-(2-amino-4-bromophenyl)oxazole-4-carboxylate NC1=C(C=CC(=C1)Br)C1=C(N=CO1)C(=O)OCC